(S)-5-(1-((tert-butoxycarbonyl)amino)-1,3-dihydrospiro[indene-2,4'-piperidin]-1'-yl)pyridine-2-thiolate C(C)(C)(C)OC(=O)N[C@@H]1C2=CC=CC=C2CC12CCN(CC2)C=2C=CC(=NC2)[S-]